The molecule is a member of the class of hydroxyisoflavans that is isoflavan substituted by hydroxy groups at positions 7 and 2' and a methoxy group at position 4'. Isolated from Glycyrrhiza uralensis, it exhibits anti-inflammatory activity. It has a role as an anti-inflammatory agent, a plant metabolite and a phytoalexin. It is an aromatic ether, a member of hydroxyisoflavans and a methoxyisoflavan. COC1=CC(=C(C=C1)C2CC3=C(C=C(C=C3)O)OC2)O